C(C)(C)C1=C(C=CC=C1)N1C(SCC1=O)=NN=CC1=CC=C(C=C1)C1=NN(C(=C1)NC1=CC=C(C=C1)OC(F)(F)F)C 3-(2-Isopropylphenyl)-2-[[4-[1-methyl-5-[4-(trifluoromethoxy)anilino]pyrazol-3-yl]phenyl]methylenehydrazono]thiazolidin-4-on